2-(5-Methylhexahydropyrrolo[3,4-c]pyrrol-2(1H)-yl)-6-nitrobenzo[4',5']imidazo[1',2':1,6]pyrido[2,3-d]pyrimidin-5(7H)-one CN1CC2C(C1)CN(C2)C=2N=CC1=C(N2)N2C(=C(C1=O)[N+](=O)[O-])NC1=C2C=CC=C1